[6-[(3-fluoroazetidin-1-yl)methyl]pyridazin-3-yl]-1,1-diphenylmethanimine FC1CN(C1)CC1=CC=C(N=N1)N=C(C1=CC=CC=C1)C1=CC=CC=C1